L-valyl-N-{3-[{(1R)-1-[1-benzyl-4-(2,5-difluorophenyl)-1H-imidazol-2-yl]-2,2-dimethylpropyl}(glycoloyl)amino]propyl}-L-alaninamide N[C@@H](C(C)C)C(=O)N[C@@H](C)C(=O)NCCCN(C(CO)=O)[C@H](C(C)(C)C)C=1N(C=C(N1)C1=C(C=CC(=C1)F)F)CC1=CC=CC=C1